Hexanediol adipate CCCCC1C(OC(=O)CCCCC(=O)O1)(O)O